[O-2].[Fe+2].[Si+4].[Ca+2].[Mg+2].[Na+] sodium magnesium calcium silicon iron oxide